C1CCN2CCCC12COC1=NC2=CC=CC=C2C=C1CC#N ((tetrahydro-1H-pyrrolizin-7a(5H)-yl)methoxy)quinoline-3-acetonitrile